γ-(4-tert-butyl-benzyl)-proline C(C)(C)(C)C1=CC=C(CC2C[C@H](NC2)C(=O)O)C=C1